vitamin C cerium [Ce].OC=1[C@H](OC(C1O)=O)[C@H](CO)O